[Si](C1=CC=CC=C1)(C1=CC=CC=C1)(C(C)(C)C)OCC1CN(CCOC1)C=1C2=C(N=C(N1)OC[C@]13CCCN3C[C@@H](C1)F)C(=C(N=C2)Cl)F 6-(((tert-butyldiphenylsilyl)oxy)methyl)-4-(7-chloro-8-fluoro-2-(((2R,7aS)-2-fluorohexahydro-1H-pyrrolizin-7a-yl)methoxy)pyrido[4,3-d]pyrimidin-4-yl)-1,4-oxazepane